3-(7-(4-((4-hydroxypiperidin-4-yl)methyl)piperazin-1-yl)-1-methyl-1H-indazol-3-yl)piperidine-2,6-dione OC1(CCNCC1)CN1CCN(CC1)C=1C=CC=C2C(=NN(C12)C)C1C(NC(CC1)=O)=O